1-(6-methoxypyridazin-4-yl)piperidine-4-carbaldehyde COC1=CC(=CN=N1)N1CCC(CC1)C=O